O=C1NC(CCC1C1=NN(C2=CC(=CC=C12)C1CCC(CC1)CC(=O)O)C)=O 2-((1s,4s)-4-(3-(2,6-dioxopiperidin-3-yl)-1-methyl-1H-indazol-6-yl)cyclohexyl)acetic acid